CCCCCCCCCCCCCCCC(=O)OC[C@H](COP(=O)([O-])OCC[N+](C)(C)C)OC(=O)CCCCCCCCC/C=C\C=C/CCCC 1-hexadecanoyl-2-(11Z,13Z-octadecadienoyl)-sn-glycero-3-phosphocholine